C(=O)(OC(C)(C)C)N1CCC(CC1)CCO N-bocpiperidine-4-ethanol